FC=1C=CC=C2C3(C(N(C12)C)=O)OC(C(C3)=O)=C 7'-fluoro-1'-methyl-5-methylene-3H-spiro[furan-2,3'-indoline]-2',4(5H)-dione